(2R,6R)-4-((R)-1-(3-fluoro-4-methylpyridin-2-yl)-3-methoxypropyl)-N-(4-(5-fluoro-6-methoxypyridin-2-yl)benzyl)-1-isobutyryl-6-methylpiperazine-2-carboxamide FC=1C(=NC=CC1C)[C@@H](CCOC)N1C[C@@H](N([C@@H](C1)C)C(C(C)C)=O)C(=O)NCC1=CC=C(C=C1)C1=NC(=C(C=C1)F)OC